C(C1=CC=CC=C1)N1C(=NC=C1)C(C(=O)O)=O 2-(1-benzylimidazol-2-yl)-2-oxoacetic acid